C(C=C)(=O)OC(C)C(CCC)(C)C 3,3-dimethyl-2-hexyl acrylate